Cl.FC=1C=C(C=C(C1)C1=NN(C=C1)C1=CC=C(C=C1)F)CN (3-fluoro-5-(1-(4-fluorophenyl)-1H-pyrazol-3-yl)phenyl)methylamine hydrochloride